3,3-bis(1-butyl-2-methylindol-3-yl)phthalide C(CCC)N1C(=C(C2=CC=CC=C12)C1(OC(=O)C2=CC=CC=C12)C1=C(N(C2=CC=CC=C12)CCCC)C)C